2-(4-(5-Amino-4-cyano-1-(tetrahydro-2H-pyran-4-yl)-1H-pyrazol-3-yl)phenyl)-N-(3-neopentylisoxazol-5-yl)acetamide NC1=C(C(=NN1C1CCOCC1)C1=CC=C(C=C1)CC(=O)NC1=CC(=NO1)CC(C)(C)C)C#N